N-(2-(2-(dimethylamino)ethoxy)-5-((4-(7-methoxy-1H-indol-3-yl)-5-(trifluoromethyl)pyrimidin-2-yl)amino)phenyl)acetamide CN(CCOC1=C(C=C(C=C1)NC1=NC=C(C(=N1)C1=CNC2=C(C=CC=C12)OC)C(F)(F)F)NC(C)=O)C